(R)-N-(1,1-dioxido-2,3-dihydrothiophen-3-yl)-7-iodo-2-oxo-1,2-dihydroquinoline-3-carboxamide O=S1(C[C@@H](C=C1)NC(=O)C=1C(NC2=CC(=CC=C2C1)I)=O)=O